2-[5-([[2-chloro-4-(tetramethyl-1,3,2-dioxaborolan-2-yl)phenyl]carbamoyl]amino)-1-(4-methylphenyl)-1H-pyrazol-3-yl]-2-methyl-acetic acid propyl ester C(CC)OC(C(C)C1=NN(C(=C1)NC(NC1=C(C=C(C=C1)B1OC(C(O1)(C)C)(C)C)Cl)=O)C1=CC=C(C=C1)C)=O